BrC1=C(N=C2N1C=CC(=C2)C)C2=CC(=CC=C2)OC 3-bromo-2-(3-methoxyphenyl)-7-methylimidazo[1,2-a]pyridine